C(C)(C)(C)NC(=O)N1CC=2N(CC1)C(=C(C2C(=O)N)C2=CC=C(C=C2)SC)C2CC2 N2-tert-butyl-6-cyclopropyl-7-[4-(methylsulfanyl)phenyl]-3,4-dihydropyrrolo[1,2-a]pyrazine-2,8(1H)-dicarboxamide